ClC=1C=C(C(=O)N2CC=3C(=NN4C3C(N(C[C@H]4C)[C@H](C)C=4C=NC(=NC4)C(F)(F)F)=O)C[C@H]2C)C=CC1Cl |o1:18| (3R,7R)-2-(3,4-dichlorobenzoyl)-3,7-dimethyl-9-((R*)-1-(2-(trifluoromethyl)pyrimidin-5-yl)ethyl)-1,2,3,4,8,9-hexahydropyrido[4',3':3,4]pyrazolo[1,5-a]pyrazin-10(7H)-one